N'-(p-tolyl)-3-methyl-1-(thiazol-2-yl)-1H-pyrazole-4-carbohydrazide C1(=CC=C(C=C1)NNC(=O)C=1C(=NN(C1)C=1SC=CN1)C)C